N1N=CC(=C1)C(=O)[O-] 4-pyrazolecarboxylate